2-methyl-2-(methylsulfonyl)-4-(2-oxo-4-(4-(1-(pyridin-4-ylmethyl)-1H-1,2,3-triazol-4-yl)phenyl)pyridin-1(2H)-yl)-N-((tetrahydro-2H-pyran-2-yl)oxy)butanamide CC(C(=O)NOC1OCCCC1)(CCN1C(C=C(C=C1)C1=CC=C(C=C1)C=1N=NN(C1)CC1=CC=NC=C1)=O)S(=O)(=O)C